COC(=O)C=1SC=CC1CCCN 3-(3-aminopropyl)thiophene-2-carboxylic acid methyl ester